2-(2-hydroxy-3-isopropylphenyl)-N-methylpropionamide OC1=C(C=CC=C1C(C)C)C(C(=O)NC)C